BrC=1C=C(C=CC1OC=1C=NC(=CC1)OC1CCNCC1)C(C)(C)O 2-[3-bromo-4-[[6-(4-piperidyloxy)-3-pyridyl]oxy]phenyl]propan-2-ol